7,12-dihydro-4-methoxy-indolo[3,2-d][1]benzazepin-6(5H)-one COC1=CC=CC=2C3=C(CC(NC21)=O)C2=CC=CC=C2N3